heptylmaleimide C(CCCCCC)C=1C(=O)NC(C1)=O